N,6-dimethyl-5-(2,6-diazaspiro[3.3]heptan-2-yl)picolinamide CNC(C1=NC(=C(C=C1)N1CC2(C1)CNC2)C)=O